C(C)N(C1=CC(=CC(=C1)C(C)(C)C)C(C)(C)C)CC N,N-diethyl-3,5-di-tert-butylaniline